2,3-diamino-2-butenenitrile NC(C#N)=C(C)N